N-({4-chloro-1H,3H-furo[3,4-c]quinolin-7-yl}methyl)-2-cyclopropyl-N-(2,6-dimethoxypyridin-3-yl)pyrimidine-5-carboxamide ClC1=NC=2C=C(C=CC2C2=C1COC2)CN(C(=O)C=2C=NC(=NC2)C2CC2)C=2C(=NC(=CC2)OC)OC